2-(3-(1H-benzo[d]imidazol-5-yl)-2-cyclopropylphenyl)-N-((1R,6S)-2,2-difluoro-6-((1-isopropylpiperidin-4-yl)oxy)cyclohexyl)acetamide N1C=NC2=C1C=CC(=C2)C=2C(=C(C=CC2)CC(=O)N[C@H]2C(CCC[C@@H]2OC2CCN(CC2)C(C)C)(F)F)C2CC2